(2R,2'R)-2,2'-((3,6-diaminopyrazine-2,5-dicarbonyl)bis(azetidinediyl))bis(3-hydroxypropionic acid) NC=1C(=NC(=C(N1)C(=O)N1C(CC1)[C@@H](C(=O)O)CO)N)C(=O)N1C(CC1)[C@@H](C(=O)O)CO